3-((6-nitro-1H-indol-3-yl)methyl)-1H-indol-5-aldehyde [N+](=O)([O-])C1=CC=C2C(=CNC2=C1)CC1=CNC2=CC=C(C=C12)C=O